3,5-dichloro-2-[6-[(3S)-3-[(dimethylamino)methyl]-1-piperidyl]pyridazin-3-yl]phenol ClC=1C(=C(C=C(C1)Cl)O)C=1N=NC(=CC1)N1C[C@@H](CCC1)CN(C)C